4-(5-(4,4,5,5-tetramethyl-1,3,2-dioxaborolan-2-yl)pyridin-2-yl)phenol CC1(OB(OC1(C)C)C=1C=CC(=NC1)C1=CC=C(C=C1)O)C